C(OCC)(OC=1C(=NC=CC1OC)C(N[C@@H](C)C1=NOC(=N1)C1(CC1)C1=CC=CC=C1)=O)=O (S)-ethyl (4-methoxy-2-((1-(5-(1-phenylcyclopropyl)-1,2,4-oxadiazol-3-yl)ethyl)carbamoyl)pyridin-3-yl) carbonate